CC1=C(C=2N(N=C1N1CC=3C=C(C=NC3CC1)C=1C=CC(=NC1)N1CCOCC1)C=NN2)C 4-(5-(6-(7,8-dimethyl-[1,2,4]triazolo[4,3-b]pyridazin-6-yl)-5,6,7,8-tetrahydro-1,6-naphthyridin-3-yl)pyridin-2-yl)morpholine